(R)-5-(4-cyclopropyl-1H-imidazol-1-yl)-2-fluoro-N-(6-(5-(fluoromethyl)-6,7-dihydro-5H-pyrrolo[2,1-c][1,2,4]triazol-3-yl)pyridin-2-yl)-4-methylbenzamide C1(CC1)C=1N=CN(C1)C=1C(=CC(=C(C(=O)NC2=NC(=CC=C2)C=2N3C(=NN2)CC[C@@H]3CF)C1)F)C